C(C)OC(=O)NC1=C(C=C(C=N1)N(C(OC(C)(C)C)=O)C)C tert-Butyl (6-((ethoxycarbonyl)amino)-5-methylpyridin-3-yl)(methyl)carbamate